tert-Butyl (S)-4-((((9H-fluoren-9-yl)methoxy)carbonyl)amino)-5-((2-chlorophenyl)amino)-5-oxopentanoate C1=CC=CC=2C3=CC=CC=C3C(C12)COC(=O)N[C@@H](CCC(=O)OC(C)(C)C)C(=O)NC1=C(C=CC=C1)Cl